1-(6-amino-4-meth-ylpyridin-3-yl)-6-chloro-7-(3-(meth-ylamino)-1H-pyrazol-1-yl)-4-oxo-1,4-dihydro-1,8-naphthyridine-3-carboxylic acid NC1=CC(=C(C=N1)N1C=C(C(C2=CC(=C(N=C12)N1N=C(C=C1)NC)Cl)=O)C(=O)O)C